methyl methacrylate (cyclohexyl methacrylate) C1(CCCCC1)C=C(C(=O)O)C.C(C(=C)C)(=O)OC